C1(CC1)CN1C2=NC=NC(=C2N=C1)OC1=CC=C(C=C1)C1=CN=C(S1)NC1=C(C=CC=C1)C 5-(4-((9-(cyclopropylmethyl)-9H-purin-6-yl)oxy)phenyl)-N-(o-tolyl)thiazol-2-amine